tert-butyl (4-(dimethylphosphoryl)-2,3-dihydrobenzofuran-7-yl)carbamate CP(=O)(C)C1=CC=C(C2=C1CCO2)NC(OC(C)(C)C)=O